6-fluorospiro[benzo[b][1,4]oxazine-2,1'-cyclopropane]-4(3H)-Carboxylic acid ethyl ester C(C)OC(=O)N1C2=C(OC3(CC3)C1)C=CC(=C2)F